5-(3-fluorobenzyl)-N-(2-methyl-3-oxo-2,3-dihydropyridazin-4-yl)picolinamide FC=1C=C(CC=2C=CC(=NC2)C(=O)NC=2C(N(N=CC2)C)=O)C=CC1